C(OC1=NC=CC=C1)(OC1=NC=CC=C1)=S di(2-pyridyl) thionocarbonate